2-[1-Benzyloxy-1-(trifluoromethyl)but-3-enyl]-5-[6-pent-4-enoxy-5-(trifluoromethyl)-2-pyridyl]-1,3,4-oxadiazole C(C1=CC=CC=C1)OC(CC=C)(C(F)(F)F)C=1OC(=NN1)C1=NC(=C(C=C1)C(F)(F)F)OCCCC=C